2-(5-(3-Ethylphenyl)benzo[d]oxazol-2-yl)pyrrolidine-1-carbonitrile C(C)C=1C=C(C=CC1)C=1C=CC2=C(N=C(O2)C2N(CCC2)C#N)C1